N-(6-amino-4-((3S,5R)-3-amino-5-methylpiperidin-1-yl)pyridin-3-yl)-2,2',6,6'-Tetrafluoro-[1,1'-biphenyl]-3-carboxamide dihydrochloride Cl.Cl.NC1=CC(=C(C=N1)NC(=O)C=1C(=C(C(=CC1)F)C1=C(C=CC=C1F)F)F)N1C[C@H](C[C@H](C1)C)N